C(=O)NC=1C=C2C(=CC=NC2=CC1OC)OC1=CC=C(C=C1)NC(=O)C1(CC1)C(=O)NC1=CC(=C(C=C1)C)C N-[4-[(6-formamido-7-methoxy-4-quinolyl)oxy]phenyl]-N'-(3,4-dimethylphenyl)-1,1-cyclopropanedicarboxamide